C(C)OC(CC1CCC(CC1)C1=C(C=C(C=C1)C=1C(=NC=CC1)OC1CCCC1)F)=O {4-[4-(2-Cyclopentyloxy-pyridin-3-yl)-2-fluoro-phenyl]-cyclohexyl}-acetic acid ethyl ester